6'-chloro-2'-oxo-r-(1-(2,2,2-trifluoroethyl)-1H-pyrazol-4-yl)-1,3-dihydrospiro[indene-2,3'-indoline]-5-carboxylic acid ClC1=CC=C2[C@@]3(C(N(C2=C1)C=1C=NN(C1)CC(F)(F)F)=O)CC1=CC=C(C=C1C3)C(=O)O